CCCCCC 1,4-dimethylbutane